4-{[6-(5-chloro-2-fluorophenyl)pyridazin-4-yl]amino}quinolin-7-yl-4-[2-(dimethylamino)ethyl]piperazine-1-carboxylate ClC=1C=CC(=C(C1)C1=CC(=CN=N1)NC1=CC=NC2=CC(=CC=C12)OC(=O)N1CCN(CC1)CCN(C)C)F